C(C1=CC=CC=C1)(=O)OC[C@H]1O[C@H]([C@@H]2OC(O[C@@H]21)(C)C)N2C=CC1=C2N=C(N=C1NCC1CC1)Cl ((3aR,4R,6R,6aR)-6-(2-Chloro-4-((cyclopropylmethyl)amino)-7H-pyrrolo[2,3-d]pyrimidin-7-yl)-2,2-dimethyltetrahydrofuro[3,4-d][1,3]dioxol-4-yl)methyl benzoate